4-chloro-5-((3S,4S)-3-((6-(3,5-dimethylisoxazol-4-yl)pyrimidin-4-yl)oxy)-4-fluoropyrrolidin-1-yl)-2-(2-hydroxyethyl)pyridazin-3(2H)-one ClC=1C(N(N=CC1N1C[C@@H]([C@H](C1)F)OC1=NC=NC(=C1)C=1C(=NOC1C)C)CCO)=O